O=C1NC(CCC1C1=NN(C2=CC(=CC=C12)NCC(=O)N1CCN(CC1)C(=O)OC(C)(C)C)C)=O Tert-butyl 4-(2-((3-(2,6-dioxopiperidin-3-yl)-1-methyl-1H-indazol-6-yl)amino)acetyl)piperazine-1-carboxylate